C(N)(=O)C(CC1=CC=CC=C1)NC(CCC)=O N-(1-carbamoyl-2-phenyl-ethyl)butyramide